1-(benzyloxy)-3-iodopropan-2-one C(C1=CC=CC=C1)OCC(CI)=O